N1N=CC(=C1)C1=CC2=C(N=C(S2)NC2=NC=CC(=C2F)CO)C=C1 2-((6-(pyrazol-4-yl)benzo[d]thiazol-2-yl)amino)-4-hydroxymethyl-3-fluoropyridine